L-alanine-13C3 N[13C@@H]([13CH3])[13C](=O)O